Dioxolanylium O1[CH+]OCC1